2-fluoro-5-(1-(3-(8-fluoro-1-oxo-1,2-dihydroisoquinolin-3-yl)propionyl)-1,2,3,6-tetrahydropyridin-4-yl)benzonitrile FC1=C(C#N)C=C(C=C1)C=1CCN(CC1)C(CCC=1NC(C2=C(C=CC=C2C1)F)=O)=O